benzhydryl-pyridine C(C1=CC=CC=C1)(C1=CC=CC=C1)C1=NC=CC=C1